hexenate C(C=CCCC)(=O)[O-]